C(C(C)C)OC(C(CC(=O)OCC(C)C)(CCCC)C1=CC=CC=C1)=O 2-phenyl-2-n-butylsuccinic acid diisobutyl ester